CC(C(=O)SCCNC(CCNC([C@@H](C(COP(OP(OC[C@@H]1[C@H]([C@H]([C@@H](O1)N1C=NC=2C(N)=NC=NC12)O)OP(=O)(O)O)(=O)O)(=O)O)(C)C)O)=O)=O)(CC)C 2,2-dimethylbutyryl-CoA